2-bromo-5-methyl-7-(1-phenylethyl)furo[3,2-c]pyridin-4(5H)-one BrC1=CC=2C(N(C=C(C2O1)C(C)C1=CC=CC=C1)C)=O